FC(C(C)(O)C)(C1=C(C(=CC=C1)[C@@H](C)NC1=NC(=NC2=CC(=C(C=C12)[N+](=O)[O-])NC)C)F)F (R)-1,1-difluoro-1-(2-fluoro-3-(1-((2-methyl-7-(methylamino)-6-nitroquinazolin-4-yl)amino)ethyl)phenyl)-2-methylpropan-2-ol